(phenyl)(4-Methyl-1-piperazinyl)methanone C1(=CC=CC=C1)C(=O)N1CCN(CC1)C